methyl 6,6-difluoro-2-hydroxy-5,6,7,8-tetrahydroquinoline-3-carboxylate FC1(CC=2C=C(C(=NC2CC1)O)C(=O)OC)F